1,4-dioxane-2-carboxamide O1C(COCC1)C(=O)N